1,3,5-triazole N1C=NC=N1